(S)-3-Fluoro-2-((R)-3-methylmorpholin-4-yl)-9-(2-oxo-2-pyridin-3-ylethyl)-8-trifluoromethyl-6,7,8,9-tetrahydro-pyrimido[1,2-a]-pyrimidin-4-one FC1=C(N=C2N(C1=O)CC[C@H](N2CC(C=2C=NC=CC2)=O)C(F)(F)F)N2[C@@H](COCC2)C